(2-((4,4-difluorocyclohexyl)amino)-6-(3-methyl-1H-pyrazol-1-yl)pyridin-4-yl)methyl carbamate C(N)(OCC1=CC(=NC(=C1)N1N=C(C=C1)C)NC1CCC(CC1)(F)F)=O